COC(=O)C=1C(=NC=CC1)NC1=NC=C(C(=C1)NC1=C(C=CC=C1)S(=O)(=O)C)C(NC)=O ({4-[(2-methanesulfonylphenyl)amino]-5-(methylcarbamoyl)pyridin-2-yl}amino)pyridine-3-carboxylic acid methyl ester